8-dimethylaminotricyclo[5.2.1.02,6]decene CN(C1C2C3CCCC3=C(C1)C2)C